2-(N,N-bis(2,4-dimethoxybenzyl)sulfamoyl)-3,4,5,6-tetrafluorobenzamide COC1=C(CN(S(=O)(=O)C2=C(C(=O)N)C(=C(C(=C2F)F)F)F)CC2=C(C=C(C=C2)OC)OC)C=CC(=C1)OC